OC1(C2=NN=C(C=3C(=CC(=C(N4CCCC4CCCCC1)N3)C(F)(F)F)NC(OC(C)(C)C)=O)O2)C(F)(F)F tert-Butyl N-[6-hydroxy-6,18-bis(trifluoromethyl)-22-oxa-3,4,16,21-tetraazatetracyclo[15.3.1.12,5.012,16]docosa-1(21),2,4,17,19-pentaen-20-yl]carbamate